CC(C)CCC(C#CC(CCC(C)C)C)C 2,5,8,11-tetramethyl-6-dodecyne